O[C@@H]1[C@H]([C@H]2[C@H](OC(C2)=O)C1)CO (3aS,4R,5S,6aR)-5-hydroxy-4-(hydroxymethyl)hexahydro-2H-cyclopenta[b]furan-2-one